N,N-dimethyl-glycinamide tert-butyl-4-(4,4,5,5-tetramethyl-1,3,2-dioxaborolan-2-yl)-3,6-dihydropyridine-1(2H)-carboxylate C(C)(C)(C)C1N(CC=C(C1)B1OC(C(O1)(C)C)(C)C)C(=O)O.CN(C(CN)=O)C